5-((4-((4-(4-chlorophenyl)pyridin-3-yl)methyl)piperazin-1-yl)methyl)-1-oxoisoindole ClC1=CC=C(C=C1)C1=C(C=NC=C1)CN1CCN(CC1)CC=1C=C2C=NC(C2=CC1)=O